S(OC1=CC=C(C=C1)OCC1=C(C=C(C=C1F)N1CCOCC1)F)(=O)(=O)F 4-((2,6-difluoro-4-morpholinobenzyl)oxy)phenyl sulfurofluoridate